2-[4-(2-hydroxyethyl)piperazin-1-yl]ethanesulfonic acid, potassium salt [K+].OCCN1CCN(CC1)CCS(=O)(=O)[O-]